FC1=C(N=CC2=C1N=C(N=C2O)OC[C@]21CCCN1C[C@@H](C2)F)C2=C(C(=CC(=C2)O)C)CCCCCO[C@H]2CNCC[C@@H](C2)O 8-fluoro-2-(((2R,7aS)-2-fluorotetrahydro-1H-pyrrolizin-7a(5H)-yl)methoxy)-7-(5-hydroxy-2-(5-(((3R,5S)-5-hydroxyazepan-3-yl)oxy)pentyl)-3-methylphenyl)pyrido[4,3-d]pyrimidin-4-ol